2-(4-iodophenyl)-4-methyl-8-(morpholine-4-sulfonyl)-1H,2H,3H-pyrrolo[3,4-c]quinoline-1,3-dione IC1=CC=C(C=C1)N1C(C=2C(=NC=3C=CC(=CC3C2C1=O)S(=O)(=O)N1CCOCC1)C)=O